CN1N=CC2=CC(=C(C=C12)NS(=O)(=O)C=1C=NN(C1)C1=NC=CC(=C1)C(F)(F)F)C N-(1,5-DIMETHYLINDAZOL-6-YL)-1-[4-(TRIFLUOROMETHYL)PYRIDIN-2-YL]PYRAZOLE-4-SULFONAMIDE